C1(=CC(=CC=C1)N1C(N=C(C(=C1)Cl)N)=O)C1=CC=CC=C1 1-([1,1'-biphenyl]-3-yl)-4-amino-5-chloropyrimidin-2(1H)-one